3-(5-fluoro-1-oxo-4-(piperazin-1-yl-2,2,3,3,5,5,6,6-d8)isoindoline-2-yl)piperidine-2,6-dione FC=1C(=C2CN(C(C2=CC1)=O)C1C(NC(CC1)=O)=O)N1C(C(NC(C1([2H])[2H])([2H])[2H])([2H])[2H])([2H])[2H]